4-[[3-[(2,4-diaminophenyl)diazenyl]phenyl]diazenyl]benzene-1,3-diamine dihydrochloride Cl.Cl.NC1=C(C=CC(=C1)N)N=NC=1C=C(C=CC1)N=NC1=C(C=C(C=C1)N)N